ClC=1C=C(C=CC1)C(CO)NC(=O)C1=CN(C=C1)C1=NC(=NC=C1C)NC1=CC2=C(OC(O2)(C)C)C=C1 N-(1-(3-chlorophenyl)-2-hydroxyethyl)-1-(2-((2,2-dimethylbenzo[d][1,3]dioxol-5-yl)amino)-5-methylpyrimidin-4-yl)-1H-pyrrole-3-carboxamide